C(C1=CC=CC=C1)OC1=C(C=C(C=C1)S(=O)(=O)Cl)F 4-(Benzyloxy)-3-fluorobenzenesulfonyl chloride